5-((6-bromo-3-isopropyl-3H-imidazo[4,5-c]pyridin-4-yl)amino)-2,3,4-trifluorobenzoic acid BrC1=CC2=C(C(=N1)NC=1C(=C(C(=C(C(=O)O)C1)F)F)F)N(C=N2)C(C)C